4-((4-((2-Cyclopropyl-4-phenylthiazol-5-yl)oxy)pyridin-2-yl)amino)-N-hydroxybenzamide C1(CC1)C=1SC(=C(N1)C1=CC=CC=C1)OC1=CC(=NC=C1)NC1=CC=C(C(=O)NO)C=C1